C(C(C)C)CC(=O)N1C=C(C2=CC=CC=C12)CCN(C)C isobutyl-[3-[2-(dimethylamino)ethyl]indol-1-yl]ethanone